O=C1NC(CCC1N1C(C2=CC=C(C=C2C1)C1CCN(CC1)CC=1C=C(NC1)C(=O)OC)=O)=O methyl 4-((4-(2-(2,6-dioxo-piperidin-3-yl)-1-oxoisoindolin-5-yl) piperidin-1-yl) methyl)-1H-pyrrole-2-carboxylate